Cl.Cl.FC(C1=CC2=C(C=N1)C(CN2C(CN2[C@H](CN[C@@H](C2)C)CN2N=CC(=C2)C)=O)(C)C)(C2=CC=CC=C2)F 1-{6-[Difluoro(phenyl)methyl]-3,3-dimethyl-1H,2H,3H-pyrrolo[3,2-c]pyridin-1-yl}-2-[(2R,5R)-5-methyl-2-[(4-methyl-1H-pyrazol-1-yl)methyl]piperazin-1-yl]ethan-1-one dihydrochloride